ClC1=CC=C(C=N1)NC1=NC=CC2=CC(=CC=C12)N=[S@](=O)(C1COC1)C |r| Racemic-((1-((6-chloropyridin-3-yl)amino)isoquinolin-6-yl)imino)(methyl)(oxetan-3-yl)-λ6-sulfanone